C(C)(=O)OC[C@H]1OC([C@H]([C@H]([C@H]1OC(C)=O)OC(C)=O)C(F)(F)F)OC[C@H]1O[C@@H]([C@@H](C([C@@H]1OCC1=CC=CC=C1)OCC1=CC=CC=C1)OCC1=CC=CC=C1)OC (2R,3R,4R,5S)-2-(Acetoxymethyl)-3,4-bis(acetoxy)-5-(trifluoromethyl)-6-(((2R,3R,5R,6S)-3,4,5-tris(benzyloxy)-6-methoxytetrahydro-2H-pyran-2-yl)methoxy)tetrahydropyran